tert-butyl (tert-butoxycarbonyl)(7-(3-(3,3-difluoro-4-(4-fluorophenyl)-4-((triethylsilyl)oxy)butoxy)-4-fluorophenyl)-[1,2,4]triazolo[1,5-a]pyridin-2-yl)carbamate C(C)(C)(C)OC(=O)N(C(OC(C)(C)C)=O)C1=NN2C(C=C(C=C2)C2=CC(=C(C=C2)F)OCCC(C(O[Si](CC)(CC)CC)C2=CC=C(C=C2)F)(F)F)=N1